1-((3-(pyridin-4-ylethynyl)pyridin-4-yl)mercapto)-1-cyclobutanepropionic acid N1=CC=C(C=C1)C#CC=1C=NC=CC1SC1(CCC1)CCC(=O)O